NC1=NC=NN2C1=C(C=C2C=2C=CC(=C(C(=O)N[C@@H]1CN(C[C@@H]1F)C(=O)C1CCC(CC1)(F)F)C2)Cl)C(F)(F)F 5-[4-amino-5-(trifluoromethyl)pyrrolo[2,1-f][1,2,4]triazin-7-yl]-2-chloro-N-[(3R,4S)-1-(4,4-difluorocyclohexanecarbonyl)-4-fluoropyrrolidin-3-yl]benzamide